C12CNCC(CC1)N2C=2SC=1CN(CC(C1N2)(F)F)C(CC2CCCC2)=O 1-(2-(3,8-diazabicyclo[3.2.1]octan-8-yl)-7,7-difluoro-6,7-dihydrothiazolo[5,4-c]pyridin-5(4H)-yl)-2-cyclopentylethan-1-one